6-(1-(1-acetylpiperidin-4-yl)-5-methyl-1H-pyrazol-4-yl)-4-((2-cyano-4-fluorophenyl)thio)pyrazolo[1,5-a]pyridine-3-carbonitrile C(C)(=O)N1CCC(CC1)N1N=CC(=C1C)C=1C=C(C=2N(C1)N=CC2C#N)SC2=C(C=C(C=C2)F)C#N